3-(2-methyl-5-((2-(2-(4-morpholinopiperidin-1-yl)ethoxy)ethyl)amino)-4-oxoquinazolin-3(4H)-yl)piperidine-2,6-dione CC1=NC2=CC=CC(=C2C(N1C1C(NC(CC1)=O)=O)=O)NCCOCCN1CCC(CC1)N1CCOCC1